N-(2-((4-tert-butylphenyl)amino)-1-(4-methoxyphenyl)-2-oxoethyl)-3-hydroxy-N-methyl-1,2-oxazole-5-carboxamide C(C)(C)(C)C1=CC=C(C=C1)NC(C(C1=CC=C(C=C1)OC)N(C(=O)C1=CC(=NO1)O)C)=O